O=C1NC(C(C(N1)=O)(C1=CC=C(C=C1)OC1=CC=C(C=C1)OC(F)(F)F)N1CC2(C1)N(CCOC2)CC2CN(CCO2)C(=O)OC(C)(C)C)=O tert-butyl 2-[[2-[2,4,6-trioxo-5-[4-[4-(trifluoromethoxy)phenoxy]phenyl]hexahydropyrimidin-5-yl]-8-oxa-2,5-diazaspiro[3.5]nonan-5-yl]methyl]morpholine-4-carboxylate